Ethyl 2-{[2-fluoro-4-(methylsulfonyl)phenyl]amino}-4-{[(1S)-2-hydroxy-1-phenylethyl]amino}pyrimidine-5-carboxylate FC1=C(C=CC(=C1)S(=O)(=O)C)NC1=NC=C(C(=N1)N[C@H](CO)C1=CC=CC=C1)C(=O)OCC